NCCCN1[N+](=CC(=C1)C1=CC=C(OC[C@H](O\N=C(/C(=O)N[C@H]2[C@H](N(C2=O)S(=O)(=O)[O-])C)\C=2N=C(SC2)N)C(=O)O)C=C1)C (2R,3S)-3-((Z)-2-(((S)-2-(4-(1-(3-aminopropyl)-2-methyl-1H-pyrazol-2-ium-4-yl) phenoxy)-1-carboxyethoxy) imino)-2-(2-aminothiazol-4-yl) acetamido)-2-methyl-4-oxoazetidine-1-sulfonate